O1C(CCCC1)OC=1C=C(CN2N=C3C(=C2C2=C(C=CC=C2)C)CN(C3)C(=O)OC(C)(C)C)C=CC1 tert-butyl 2-(3-((tetrahydro-2H-pyran-2-yl) oxy) benzyl)-3-(o-tolyl)-4,6-dihydropyrrolo[3,4-c]pyrazole-5(2H)-carboxylate